4-(3-(2,6-dichlorophenyl)azetidin-1-yl)-2,5-dimethylbenzaldehyde ClC1=C(C(=CC=C1)Cl)C1CN(C1)C1=CC(=C(C=O)C=C1C)C